(5-hydroxy-2-methylpyridin-3-yl)boronic acid OC=1C=C(C(=NC1)C)B(O)O